COC([C@H]1N(C(CC1)=O)C(=O)OC(C)(C)C)=O |r| N-tert-butoxycarbonyl-DL-pyroglutamic acid methyl ester